BrCC1=CC(=C(C(=C1)OC)C1=CC=C(C=C1)C[C@@H](C(=O)OC)NC(=O)[C@H]1N(CCC1)S(=O)(=O)C1=CC(=CC(=C1)Cl)Cl)OC methyl (S)-3-(4'-(bromomethyl)-2',6'-dimethoxy-[1,1'-biphenyl]-4-yl)-2-((S)-1-((3,5-dichlorophenyl) sulfonyl)pyrrolidine-2-carboxamido)propanoate